(1R,3S)-3-{5-[2-(2-formyl-3-hydroxy-5-methoxyphenoxy)acetamido]-2H-pyrazol-3-yl}cyclopentyl 1,2-oxazolidine-2-carboxylate O1N(CCC1)C(=O)O[C@H]1C[C@H](CC1)C=1NN=C(C1)NC(COC1=C(C(=CC(=C1)OC)O)C=O)=O